(S)-methanesulfonic acid 2-amino-but-3-en-1-yl ester N[C@H](COS(=O)(=O)C)C=C